bromophosphorous acid P(O)(O)Br